2-[[3-cyano-6-methoxy-7-(3-methoxypropoxy)-4-quinolinyl]amino]-6-hydroxy-benzoic acid C(#N)C=1C=NC2=CC(=C(C=C2C1NC1=C(C(=O)O)C(=CC=C1)O)OC)OCCCOC